N[C@]1(CN(CC1)C1=C(C(=C(C=C1)OC)Br)CN1C2=NC=NC(=C2N=C1)N)C(=O)NC1CC1 (R)-3-amino-1-(2-((6-amino-9H-purin-9-yl)methyl)-3-bromo-4-methoxyphenyl)-N-cyclopropylpyrrolidine-3-carboxamide